(Z)-1-(4-azido-1-bromobut-2-en-2-yl)-4-methoxybenzene N(=[N+]=[N-])C\C=C(/CBr)\C1=CC=C(C=C1)OC